C(C=C)(=O)N1C[C@@H](N(C[C@H]1C)C1=NC(N2C3=C(C(=C(C=C13)C(F)(F)F)C1=C(C=C(C(=C1)I)F)F)SCC1(C2)COC1)=O)C 8'-((2S,5R)-4-acryloyl-2,5-dimethylpiperazin-1-yl)-11'-(2,4-difluoro-5-iodophenyl)-10'-(trifluoromethyl)-2'H,4'H,6'H-spiro[oxetane-3,3'-[1,4]thiazepino[2,3,4-ij]quinazolin]-6'-one